2,8-dibenzyl-6-phenylimidazo[1,2-a]pyrazin-3(7H)-one C(C1=CC=CC=C1)C1=NC=2N(C=C(NC2CC2=CC=CC=C2)C2=CC=CC=C2)C1=O